2-(4-(1-(2,6-bis(benzyloxy)pyridin-3-yl)-3-methyl-2-oxo-2,3-dihydro-1H-benzo[d]imidazol-5-yl)cyclohex-3-en-1-yl)acetic acid C(C1=CC=CC=C1)OC1=NC(=CC=C1N1C(N(C2=C1C=CC(=C2)C2=CCC(CC2)CC(=O)O)C)=O)OCC2=CC=CC=C2